ClC=1C=C(C(=C(C1)NS(=O)(=O)CCC)F)OC=1C(=C2C(N(C=NC2=CC1)C)=O)C N-(5-chloro-3-((3,5-dimethyl-4-oxo-3,4-dihydroquinazolin-6-yl)oxy)-2-fluorophenyl)propane-1-sulfonamide